tri(1,2',6'-pentamethylpiperidyl) phosphite P(ON1C(C(C(CC1)C)(C)C)(C)C)(ON1C(C(C(CC1)C)(C)C)(C)C)ON1C(C(C(CC1)C)(C)C)(C)C